[5-[(2-Amino-2-methyl-propyl)amino]-3-(2-chloro-6-methyl-4-pyridyl)pyrazolo[1,5-a]pyrimidin-2-yl]benzonitrile trifluoroacetate FC(C(=O)O)(F)F.NC(CNC1=NC=2N(C=C1)N=C(C2C2=CC(=NC(=C2)C)Cl)C2=C(C#N)C=CC=C2)(C)C